(3S)-3-[[(3R)-3-methyl-1-piperidinyl]methyl]-1,2,3,4-tetrahydroisoquinoline C[C@H]1CN(CCC1)C[C@H]1NCC2=CC=CC=C2C1